Tert-Butyl (6-oxooct-7-en-1-yl)carbamate O=C(CCCCCNC(OC(C)(C)C)=O)C=C